FC=1C(=CC(=NC1)OC)C1=CC(=NN1)C(=O)N1C2(CC2)C[C@H](CC1)C(=O)NC1CCC2(CCCN2)CC1 (S)-4-(5-(5-fluoro-2-methoxypyridin-4-yl)-1H-pyrazole-3-carbonyl)-N-(1-azaspiro[4.5]dec-8-yl)-4-azaspiro[2.5]octane-7-carboxamide